ClC=1C=C(NC2=NC=NC3=CC=C(C=C23)C2CN(CCC2)C(C=C)=O)C=CC1OC1=NN(C=C1)C 1-[3-[4-[3-chloro-4-(1-methylpyrazol-3-yl)oxy-anilino]quinazolin-6-yl]-1-piperidyl]prop-2-en-1-one